Menthyl 1-methyl-1-cyclobutanecarboxylate CC1(CCC1)C(=O)OC1CC(CCC1C(C)C)C